3-[5,7-difluoro-1-(pyridin-3-ylmethyl)benzoimidazol-2-yl]-4-methyl-1,2,5-oxadiazole FC1=CC2=C(N(C(=N2)C2=NON=C2C)CC=2C=NC=CC2)C(=C1)F